C(#N)C1=CC=C(C=C1)C=1C(=NN(C1O)C1=CC(=C(C=N1)S(=O)(=O)NC1=CC=CC=C1)C)C 6-(4-(4-cyanophenyl)-5-hydroxy-3-methyl-1H-pyrazol-1-yl)-4-methyl-N-phenylpyridine-3-sulfonamide